C1=CC=CC=2C3=CC=CC=C3C(C12)N([C@H](C(=O)O)CC1=CC(=CC=C1)OC(F)(F)F)C(=O)OC (2S)-2-(9H-fluoren-9-yl-methoxycarbonyl-amino)-3-[3-(trifluoromethoxy)phenyl]propanoic acid